FC=1C=CC(=NC1)O[C@H](C(F)(F)F)C 5-fluoro-2-[(1S)-2,2,2-trifluoro-1-methyl-ethoxy]pyridine